1-(3-(5-(4-((1-(3-(2,6-dioxopiperidin-3-yl)-4-oxo-3,4-dihydrophthalazin-6-yl)piperidin-4-yl)methyl)piperazin-1-yl)pyrimidin-2-yl)benzyl)-6-oxo-1,6-dihydropyridazine O=C1NC(CCC1N1N=CC2=CC=C(C=C2C1=O)N1CCC(CC1)CN1CCN(CC1)C=1C=NC(=NC1)C=1C=C(CN2N=CC=CC2=O)C=CC1)=O